COC=1C=CC2=C(N=C(O2)C2=C3C=C(N=CC3=C(N=C2)NC)NC(=O)[C@H]2[C@H](C2)C(F)(F)F)C1 (1R,2S)-N-(5-(5-methoxybenzo[d]oxazol-2-yl)-8-(methylamino)-2,7-naphthyridin-3-yl)-2-(trifluoromethyl)cyclopropane-1-carboxamide